N=1C=CN2C1N=CC(=C2)C2=CNC1=NC(=CC=C12)NC(=O)C1CCN(CC1)C N-(3-(imidazo[1,2-a]pyrimidin-6-yl)-1H-pyrrolo[2,3-b]pyridin-6-yl)-1-methylpiperidine-4-carboxamide